C(CC[C@@H](C(=O)O)NC(=O)C1=CC=C(NCC2=CN=C3N=C(N)NC(=O)C3=N2)C=C1)(=O)O folyl alcohol